(R)-2-((tert-butyldimethylsilyl)oxy)-1-((4R,5S)-2,2-dimethyl-5-(2-methylprop-1-en-1-yl)-1,3-dioxolan-4-yl)ethan-1-ol [Si](C)(C)(C(C)(C)C)OC[C@@H](O)[C@H]1OC(O[C@H]1C=C(C)C)(C)C